2-[2-pyranyl]ferrocene O1C(C=CC=C1)C=1[CH-]C=CC1.[CH-]1C=CC=C1.[Fe+2]